2-(4-bromophenyl)-1-(2-methylmorpholino)ethane BrC1=CC=C(C=C1)CCN1CC(OCC1)C